(2S)-1-(4-{[5-(3-methyl-1,2-oxazol-5-yl)thiophen-2-yl]sulfonyl}(piperazin-1-yl)propan-2-yl)pyridine-2-carboxamide CC1=NOC(=C1)C1=CC=C(S1)S(=O)(=O)N1CCN(CC1)CC(C)N1[C@@H](C=CC=C1)C(=O)N